4-((5-chloro-4-(1-(2-cyanoethyl)-1H-pyrazol-4-yl)pyrimidin-2-yl)amino)phenethyl dihydrogen phosphate P(=O)(OCCC1=CC=C(C=C1)NC1=NC=C(C(=N1)C=1C=NN(C1)CCC#N)Cl)(O)O